O[C@@]1(C(CN(CC1)C(=O)N1[C@@H](CN(CC1)C(=O)OC(C)(C)C)C1=CC=CC=C1)(C)C)CN1C(C=C(C=C1)C1=CC=CC=C1)=O tert-Butyl (R)-4-((S)-4-hydroxy-3,3-dimethyl-4-((2-oxo-4-phenylpyridin-1(2H)-yl)methyl)piperidine-1-carbonyl)-3-phenylpiperazine-1-carboxylate